amyl-2-ethyl-caproamide C(CCCC)C(C(=O)N)(CCCC)CC